NC=1C2=C(N=CN1)N(C(=C2C2=CC[C@@H](CC2)C(=O)N2[C@@H](CCC2)C#N)C=2C(=NC(=CC2C)C#C)C)C (S)-1-((R)-4-(4-amino-6-(6-ethynyl-2,4-dimethylpyridin-3-yl)-7-methyl-7H-pyrrolo[2,3-d]pyrimidin-5-yl)cyclohex-3-ene-1-carbonyl)pyrrolidine-2-carbonitrile